NC12CCC(CC1)(CC2)C2=CC=C(C=C2)NC(=O)N2CC1=NC=C(C=C1C2)F N-(4-(4-aminobicyclo[2.2.2]octan-1-yl)phenyl)-3-fluoro-5,7-dihydro-6H-pyrrolo[3,4-b]pyridine-6-carboxamide